OC(CCCCCCCCCCC(=O)O)CCC(CCCCC)O 12,15-Dihydroxyicosanoic acid